COC=1N=C2C(=CC=NC2=CC1OC)OC1=C(C=C(C=C1)NC(=O)C=1C=NC(=C(C1O)C=1OC(=CC1)CC)C)F N-[4-[(6,7-Dimethoxy-1,5-naphthyridin-4-yl)oxy]-3-fluorophenyl]-5-(5-ethylfuran-2-yl)-4-hydroxy-6-methylpyridine-3-carboxamide